2-(1H-benzotriazole-1-yl)-1,1,3,3-tetramethylaminium hexafluorophosphate CN(C)C(=[N+](C)C)ON1C2=CC=CC=C2N=N1